2-chloro-N-[2-(2,4-dichlorophenyl)-2-fluoro-ethyl]-5-(3-methoxyphenoxy)pyridine-4-carboxamide ClC1=NC=C(C(=C1)C(=O)NCC(F)C1=C(C=C(C=C1)Cl)Cl)OC1=CC(=CC=C1)OC